CSC1=CC=C(C=N1)B(O)O [6-(methylsulfanyl)pyridin-3-yl]boronic acid